3-(4-dimethylaminophenyl)-1,5-bis(2-methoxyphenyl)-1,5-pentanedione CN(C1=CC=C(C=C1)C(CC(=O)C1=C(C=CC=C1)OC)CC(=O)C1=C(C=CC=C1)OC)C